FC1=C(CS(=NC(C2=CC(=C(C=C2)C2=NOC(=N2)C(F)(F)F)OC)=O)(=O)C)C=CC=C1 N-((2-fluorobenzyl)(methyl)(oxo)-λ6-sulfaneylidene)-3-methoxy-4-(5-(trifluoromethyl)-1,2,4-oxadiazol-3-yl)benzamide